OCC(C)(C)C1=CC=C(C=C1)C1=CC=C(C=C1)CC1=CC=C(C=C1)N1N=C(N=C1C)C(=O)N 1-(4-((4'-(1-hydroxy-2-methylpropan-2-yl)-[1,1'-biphenyl]-4-yl)methyl)phenyl)-5-methyl-1H-1,2,4-triazole-3-carboxamide